S(C)(=O)(=O)O.ClC1=NSC(=N1)C1=NN=C2N1CCN([C@@H]2C)C(=O)C2=CC(=C(C=C2)F)[2H] (R)-(3-(3-chloro-1,2,4-thiadiazol-5-yl)-8-methyl-5,6-dihydro-[1,2,4]triazolo[4,3-a]pyrazin-7(8H)-yl)(4-fluorophenyl-3-d)methanone mesylate